lithium bis(fluoromalonic acid) borate B([O-])([O-])[O-].FC(C(=O)O)C(=O)O.FC(C(=O)O)C(=O)O.[Li+].[Li+].[Li+]